C(=O)O.ClC=1C(=C2C=NNC2=C(C1F)NC(C)C)C=1N=CC=2N(C1)C=C(N2)NC(=O)N2CCN(CC2)C N-(6-(5-chloro-6-fluoro-7-(isopropylamino)-1H-indazol-4-yl)imidazo[1,2-a]pyrazin-2-yl)-4-methylpiperazine-1-carboxamide formate